(1-Phenyl-2-ethoxyethyl) methyl carbonate C(OC(COCC)C1=CC=CC=C1)(OC)=O